ClC1=C(C=NN1C1=NC(=C2N=CN(C2=N1)CC)N1CCOCC1)C1=CC=CC=C1 4-(2-(5-chloro-4-phenyl-1H-pyrazol-1-yl)-9-ethyl-9H-purin-6-yl)morpholine